(R)-2-amino-4-(1-(1-((1,3-dihydroxypropan-2-yl)oxy)-3-hydroxy-2-(hydroxymethyl)propan-2-yl)-1H-1,2,3-triazol-4-yl)butanamide N[C@@H](C(=O)N)CCC=1N=NN(C1)C(COC(CO)CO)(CO)CO